(2R)-2-amino-2-[4-(1-ethyl-1H-pyrazol-5-yl)phenyl]ethan-1-ol dihydrochloride Cl.Cl.N[C@@H](CO)C1=CC=C(C=C1)C1=CC=NN1CC